6-Methyl-1,3,5-triazine CC1=NC=NC=N1